C(#N)C1=C(C=C(C=C1CC)CC(C)C)N1CCN(CC1)C(=O)OC(C)(C)C tert-Butyl 4-(2-cyano-3-ethyl-5-isobutylphenyl)piperazine-1-carboxylate